ClC1=C(C(=CC(=C1)N(CC1=CC=CC=C1)CC1=CC=CC=C1)Cl)CO (2,6-dichloro-4-(dibenzylamino)phenyl)methanol